OC1=CC=C(C(=O)OCC(C)C)C=C1 Isobutyl 4-hydroxybenzoate